4-[(1S,4S,5R)-5-{[5-cyclopropyl-3-(2,6-dichlorophenyl)-1,2-oxazol-4-yl]methoxy}-2-azabicyclo[2.2.1]heptan-2-yl]-N-(dodecane-1-sulfonyl)-3-fluorobenzamide C1(CC1)C1=C(C(=NO1)C1=C(C=CC=C1Cl)Cl)CO[C@H]1[C@@H]2CN([C@H](C1)C2)C2=C(C=C(C(=O)NS(=O)(=O)CCCCCCCCCCCC)C=C2)F